(5-chloro-1-methyl-1H-pyrrolo[3,2-b]pyridin-7-yl)methanol ClC1=CC(=C2C(=N1)C=CN2C)CO